O=C1NC(CCC1N1C(C2=CC=CC(=C2C1=O)NCC1CCC(CC1)N(C(OC(C)(C)C)=O)C)=O)=O 1-Tert-butyl ((1r,4r)-4-(((2-(2,6-dioxopiperidin-3-yl)-1,3-dioxoisoindolin-4-yl)amino)Methyl) cyclohexyl)(methyl)carbamate